CC1CC(=O)OC1CCCC 3-METHYL-4-OCTANOLIDE